8-[(1R)-1-aminoethyl]-6-chloro-3-methyl-2-tetrahydropyran-4-yl-quinazolin-4-one N[C@H](C)C=1C=C(C=C2C(N(C(=NC12)C1CCOCC1)C)=O)Cl